iron (III) disodium salt [Na+].[Na+].[Fe+3]